NC(C)(C)C=1C=CC(=NC1)NC1=CC(=C(N=N1)C(=O)NC([2H])([2H])[2H])NC1=NC=CC=C1SC 6-((5-(2-Aminoprop-2-yl)pyridin-2-yl)amino)-N-(methyl-d3)-4-((3-(methylthio)pyridin-2-yl)amino)pyridazine-3-carboxamide